COC(CCCC(=O)OC)=O pentanedioic acid dimethyl ester